(2S,4r)-1-[(2S)-2-[4-(4-cyano-3-fluoro-phenyl)triazol-1-yl]-3,3-dimethyl-butyryl]-4-hydroxy-N-methyl-pyrrolidine-2-carboxamide C(#N)C1=C(C=C(C=C1)C=1N=NN(C1)[C@H](C(=O)N1[C@@H](C[C@H](C1)O)C(=O)NC)C(C)(C)C)F